trifluoromethoxy(phenyl)-1H-benzo[d]imidazole ethyl-(2-cyclopropyl-2-(3-(((trans)-4-(2-fluoro-5-methoxyphenyl)cyclohexyl)methoxy)phenyl)ethyl)(methyl)phosphinate C(C)OP(=O)(C)CC(C1=CC(=CC=C1)OC[C@@H]1CC[C@H](CC1)C1=C(C=CC(=C1)OC)F)C1CC1.FC(OC1=NC2=C(N1C1=CC=CC=C1)C=CC=C2)(F)F